COCC=1C=C(SC1C)C1=NC(=NC=C1C(F)(F)F)NC1CCN(CC1)S(=O)(=O)C=1C=NN(C1)C 4-(4-(methoxymethyl)-5-methylthiophen-2-yl)-N-(1-((1-methyl-1H-pyrazol-4-yl)sulfonyl)piperidin-4-yl)-5-(trifluoromethyl)pyrimidin-2-amine